(3aR,4R,5S,6aS)-4-fluoro-2-((tetrahydro-2H-pyran-4-yl)methyl)-N-(6-(2,3,5-trifluorophenyl)pyridazin-3-yl)octahydrocyclopenta[c]pyrrol-5-amine F[C@H]1[C@H](C[C@@H]2CN(C[C@@H]21)CC2CCOCC2)NC=2N=NC(=CC2)C2=C(C(=CC(=C2)F)F)F